6-(2,5-dichloropyrimidin-4-yl)-8-fluoro-4,4-dimethyl-3,4-dihydroisoquinolin-1(2H)-one ClC1=NC=C(C(=N1)C=1C=C2C(CNC(C2=C(C1)F)=O)(C)C)Cl